CS(=O)(=NC1=C(N=C2N1C=CC(=C2)C2=NOC(=N2)C(F)(F)F)C)CC=2C=NN(C2)C methyl((1-methyl-1H-pyrazol-4-yl)methyl)((2-methyl-7-(5-(trifluoromethyl)-1,2,4-oxadiazol-3-yl)imidazo[1,2-a]pyridin-3-yl)imino)-λ6-sulfanone